(2-(dimethylamino)-6-(ethylsulfanyl)pyridin-4-yl)methanol CN(C1=NC(=CC(=C1)CO)SCC)C